COCCN1CCN(CC1)C1=CC=C(C=C1)C=1C=C(C2=C(N(C=N2)C)C1)C1=CC=C(C=C1)N1C[C@@H]2CN(C[C@@H]2C1)C1COC1 6-(4-(4-(2-methoxyethyl)piperazin-1-yl)phenyl)-1-methyl-4-(4-((3aR,6aS)-5-(oxetan-3-yl)hexahydropyrrolo[3,4-c]pyrrol-2(1H)-yl)phenyl)-1H-benzo[d]imidazole